ClC=1C(=CC(=NC1)NC1CCC(CC1)OC)C=1C=C2N(C[C@@H](N(C2=O)CC2=C(C=CC(=C2)F)CO)COC)C1 (R)-7-(5-chloro-2-((4-methoxycyclohexyl)amino)pyridine-4-yl)-2-(5-fluoro-2-(hydroxymethyl)benzyl)-3-(methoxymethyl)-3,4-dihydropyrrolo[1,2-a]pyrazine-1(2H)-one